6-[[(5S)-5-Fluoro-1-methyl-3-piperidyl]amino]-3-[2-hydroxy-4-(trifluoromethyl)phenyl]-4-methyl-1,2,4-triazin-5-on F[C@H]1CC(CN(C1)C)NC=1C(N(C(=NN1)C1=C(C=C(C=C1)C(F)(F)F)O)C)=O